N1=NN(C2=NC=CC=C21)C2=CC(=C(C(=O)N([C@H]1CNCCC1)C1=NC=CC3=CC=C(C=C13)CCC(=O)N)C=C2)F (R)-4-(3H-[1,2,3]triazolo[4,5-b]pyridin-3-yl)-N-(7-(3-amino-3-oxopropyl)isoquinolin-1-yl)-2-fluoro-N-(piperidin-3-yl)benzamide